1-[5-(5-chloro-2-methoxypyridin-4-yl)-1H-pyrazole-3-carbonyl]-N-[(1,3-oxazol-5-yl)methyl]piperidine-4-carboxamide ClC=1C(=CC(=NC1)OC)C1=CC(=NN1)C(=O)N1CCC(CC1)C(=O)NCC1=CN=CO1